C(C1=CC=CC=C1)OC=1C=C(C=CC1OC)B(O)O 3-(BENZYLOXY)-4-METHOXYPHENYLBORONIC ACID